2-((tetrahydro-2H-pyran-4-yl)methyl)-6-((2-(trifluoromethyl)-3,4-dihydropyridin-3-yl)sulfonyl)-2,6-diazaspiro[3.3]heptane O1CCC(CC1)CN1CC2(C1)CN(C2)S(=O)(=O)C2C(=NC=CC2)C(F)(F)F